C(#N)CC1(CN(C1)S(=O)(=O)CC)N1N=CC=C1 1-(3-(cyanomethyl)-1-(ethylsulfonyl)azetidin-3-yl)-1H-pyrazole